CC1=C(C(=C(C(=C1OC#N)C)C)OC#N)C tetramethyl-1,4-dicyanatobenzene